4,4'-bischloromethyl-biphenyl 3,8-diazabicyclo[3.2.1]octane-2,8-dicarboxylate C12C(NCC(CC1)N2C(=O)O)C(=O)O.ClCC2=CC=C(C=C2)C2=CC=C(C=C2)CCl